(5E,9E,14E)-1λ3,22λ3-docosa-5,9,14-triene [CH2]CCC\C=C\CC\C=C\CCC\C=C\CCCCCC[CH2]